5-chloro-6-fluoro-2-Isopropoxybenzoic acid ClC=1C=CC(=C(C(=O)O)C1F)OC(C)C